(S)-(-)-N-(trifluoroacetyl)pyrrolidine-2-carbonyl chloride FC(C(=O)N1[C@@H](CCC1)C(=O)Cl)(F)F